O,O-diethyl (2-(1-(6,7-dimethoxyquinazolin-4-yl)piperidin-4-yl)ethyl)phosphonothioate COC=1C=C2C(=NC=NC2=CC1OC)N1CCC(CC1)CCP(OCC)(OCC)=S